O1C(CCC2=CC=CC=C12)C(C)(C)O 2-(chroman-2-yl)propan-2-ol